(1R,2S)-2-(3-{[5-chloro-6-(3-hydroxyazetidin-1-yl)-2-methylpyrimidin-4-yl]amino}-1H-indazol-6-yl)-5'-methoxyspiro[cyclopropane-1,3'-indol]-2'(1'H)-one ClC=1C(=NC(=NC1N1CC(C1)O)C)NC1=NNC2=CC(=CC=C12)[C@@H]1C[C@@]12C(NC1=CC=C(C=C21)OC)=O